(R)-2-(5-chloro-2-methoxypyridin-4-yl)propionic acid ClC=1C(=CC(=NC1)OC)[C@H](C(=O)O)C